CN1CC2=CC=CC=C2CC1 2-methyl-3,4-dihydroisoquinoline